tert-butyl 3-(4-(6-(6-(2,2-difluorocyclopropyl)picolinamido)-8-fluoro-7-(2-hydroxypropan-2-yl)imidazo(1,2-a)pyridin-2-yl)piperidin-1-yl)azetidine-1-carboxylate FC1(C(C1)C1=CC=CC(=N1)C(=O)NC=1C(=C(C=2N(C1)C=C(N2)C2CCN(CC2)C2CN(C2)C(=O)OC(C)(C)C)F)C(C)(C)O)F